4-[4-(7-fluoro-2,3-dihydro-1,4-benzodioxin-2-yl)benzyl]morpholine FC=1C=CC2=C(OC(CO2)C2=CC=C(CN3CCOCC3)C=C2)C1